2-amino-4-trans-octadecene-1,3-diol NC(=CO)C(CCCCCCCCCCCCCCC)O